5-bromo-3-diazoindolin-2-one BrC=1C=C2C(C(NC2=CC1)=O)=[N+]=[N-]